C(C)(=O)N(CCCCCNC(CCC(=O)N(CCCCCNC(CCC(=O)N(O)CCCCCN)=O)O)=O)O N-[5-[[4-[5-[acetyl(hydroxy)amino]pentylamino]-4-oxobutanoyl]-hydroxyamino]pentyl]-N'-(5-aminopentyl)-N'-hydroxybutanediamide